FC=1C=C2C(=CC=NC2=CC1)C1C2CC(C(C1)C2)[C@@H](CC2=NC1=C(N2)C=CC(=C1)F)C 6-fluoro-4-(5-((R)-1-(5-fluoro-1H-benzo[d]imidazol-2-yl)propan-2-yl)bicyclo[2.2.1]heptan-2-yl)quinoline